C1(CC1)C1C(OC2=C(O1)C(=CC(=C2)CN2C=NC=1C2=NC=C(C1)C=1C=NN(C1)C)OC)C 3-((2-cyclopropyl-8-methoxy-3-methyl-2,3-dihydrobenzo[b][1,4]dioxin-6-yl)methyl)-6-(1-methyl-1H-pyrazol-4-yl)-3H-imidazo[4,5-b]pyridine